The molecule is a long-chain fatty acid ethyl ester resulting from the formal condensation of the carboxy group of palmitic acid with the hydroxy group of ethanol. It has a role as a plant metabolite. It is a hexadecanoate ester and a long-chain fatty acid ethyl ester. CCCCCCCCCCCCCCCC(=O)OCC